FC(=C(CC[C@H](C)C1=CC=C(C=C1)CC(C)C)C1=CC2=CC=CC=C2C=C1)F (S)-2-(1,1-difluoro-5-(4-isobutylphenyl)hex-1-en-2-yl)naphthalene